aminobutyl-silane NCCCC[SiH3]